N-(3-cyanophenyl)prop-2-ynamide C(#N)C=1C=C(C=CC1)NC(C#C)=O